NCCCC=1N(N=C2C=CC=C(C12)C1=NC=CC(=C1)O[C@H]1C[C@H](N(C1)C(=O)OC(C)(C)C)C(=O)O)C (2S,4S)-4-[[2-[3-(3-aminopropyl)-2-methyl-indazol-4-yl]-4-pyridyl]oxy]-1-tert-butoxycarbonyl-pyrrolidine-2-carboxylic acid